3-p-fluorophenyl-1H-pyrazole-5-carboxamide FC1=CC=C(C=C1)C1=NNC(=C1)C(=O)N